6-formyl-5-(2-(methylsulfonyl)ethyl)nicotinonitrile C(=O)C1=NC=C(C#N)C=C1CCS(=O)(=O)C